CSC=1SC=C2C1OCCO2 2-methylthio-3,4-ethylenedioxythiophene